N-((5-(4-chlorophenyl)-1-(2,4-dichlorophenyl)-4-methyl-1H-pyrazol-3-yl)methyl)-2-(((1r,3R,5S,7r)-3,5-dimethyl-adamantan-1-yl)amino)-acetamide ClC1=CC=C(C=C1)C1=C(C(=NN1C1=C(C=C(C=C1)Cl)Cl)CNC(CNC12C[C@]3(C[C@](CC(C1)C3)(C2)C)C)=O)C